C(C)OC(=O)C=1C=C(C=CC1)C1C(SC(C1=O)C)=O 3-(3-(ethoxycarbonyl)phenyl)-5-methyl-2,4-dioxo-1,2,3,4-tetrahydrothiophene